C(=C)C=1C=C(C(O)=CC1)O 4-vinylcatechol